water sodium hypobromite Br[O-].[Na+].O